N1(CCNCC1)C=O PIPERAZINYL-METHANON